BrC1=CC=C(C(=N1)C1=CCCN(C1)C(=O)OC(C)(C)C)Cl tert-butyl 5-(6-bromo-3-chloro-2-pyridyl)-3,6-dihydro-2H-pyridine-1-carboxylate